butyl 2-(2-isopropylphenyl)pyrrolidine-1-carboxylate C(C)(C)C1=C(C=CC=C1)C1N(CCC1)C(=O)OCCCC